ClC=1C=C(C=CC1F)C(C=1NC(=C(N1)C)S(=O)(=O)C)OC12CC(C1)(C2)CC 2-[(3-chloro-4-fluorophenyl)-[(3-ethyl-1-bicyclo[1.1.1]pentanyl)oxy]methyl]-4-methyl-5-methylsulfonyl-1H-imidazole